di-tert-butyl ((3-(3-(4-chloro-3,5-difluorobenzyl)-2-oxopyrrolidin-1-yl)-4-fluoro-5-(pyridazin-4-yl)-1H-pyrazol-1-yl)methyl) phosphate P(=O)(OC(C)(C)C)(OC(C)(C)C)OCN1N=C(C(=C1C1=CN=NC=C1)F)N1C(C(CC1)CC1=CC(=C(C(=C1)F)Cl)F)=O